NC1=NC(=C(C=C1C=1C=C2C=CNC(C2=CC1F)=O)C1=CC=C(C=C1)N1CCN(CC1)CCC1CC1)F 6-(2-amino-5-(4-(4-(2-cyclopropylethyl)piperazin-1-yl)phenyl)-6-fluoropyridin-3-yl)-7-fluoroisoquinolin-1(2H)-one